CN1C(=NN=C1)SC(C)C=1C=C(C=CC1)C1=NNC2=CC=CC=C12 3-(3-(1-((4-methyl-4H-1,2,4-triazol-3-yl)thio)ethyl)phenyl)-1H-indazole